2-((4-bromophenyl)thio)ethanol BrC1=CC=C(C=C1)SCCO